NC=1C=CC(=C2CN(C(C12)=O)CC(=C)C(N)=O)C=1C=C2C(=NN(C2=CC1)C(=O)OC(C)(C)C)C1=CC(=CC=C1)N tert-butyl 5-[7-amino-2-(2-carbamoylallyl)-1-oxo-isoindolin-4-yl]-3-(3-aminophenyl)indazole-1-carboxylate